The molecule is a disaccharide that is D-galactose in which the hydroxy group at position 2 has been converted into the corresponding alpha-D-mannopyranoside. It is a glycoside, an alpha-D-mannoside and a glycosylgalactose. It derives from a D-galactopyranose. C([C@@H]1[C@H]([C@@H]([C@@H]([C@H](O1)O[C@@H]2[C@H]([C@H]([C@H](OC2O)CO)O)O)O)O)O)O